CC(C(CO)O)(C)O 3-methylbutan-1,2,3-triol